N[C@H]1[C@@H](CC1)C1=C(C2=NC(=CC(=C2O1)NCC=1SC=CC1)Cl)C#CC (trans)-2-(2-aminocyclobutyl)-5-chloro-3-(prop-1-yn-1-yl)-N-(thiophen-2-ylmethyl)furo[3,2-b]pyridin-7-amine